C(C)(C)(C)OC(=O)N1CC(=CCC1)C=1C=C(C2=C(SC(=C2)C(=O)O)C1F)Cl 6-(1-(Tert-butoxycarbonyl)-1,2,5,6-tetrahydropyridin-3-yl)-4-chloro-7-fluorobenzo[b]thiophene-2-carboxylic acid